diazazepine N1N=NC=CC=C1